5-(2-methylbenzo[d]thiazol-6-yl)-7H-pyrrolo[2,3-d]pyrimidin-2-amine CC=1SC2=C(N1)C=CC(=C2)C2=CNC=1N=C(N=CC12)N